Sodium oxygen 4-[({4-[(2S)-2,3-dihydro-1,4-benzodioxin-2-yl]benzyl}amino)methyl]phenol O1[C@H](COC2=C1C=CC=C2)C2=CC=C(CNCC1=CC=C(C=C1)O)C=C2.[O].[Na]